N(=[N+]=[N-])CC=1C(=NOC1C1=CC=C(C(=N1)C)O[C@@H]1C[C@H](CCC1)C(=O)OC(C)C)C Isopropyl (1S,3S)-3-((6-(4-(azidomethyl)-3-methylisoxazol-5-yl)-2-methyl-pyridin-3-yl)oxy)cyclohexane-1-carboxylate